OC=1C=C(C(=O)O[C@@H]2CO[C@H]([C@@H]([C@H]2OC(C2=CC(=C(C(=C2)O)O)O)=O)OC(C2=CC(=C(C(=C2)O)O)O)=O)OC(C2=CC(=C(C(=C2)O)O)O)=O)C=C(C1O)O (2R,3R,4S,5R,6S)-3,4,5,6-tetrakis[(3,4,5-trihydroxybenzoyl)oxy]oxan